C(C1=CC=CC=C1)OCCCCCCCCCCCCCCCCCC(=O)S(=O)(=O)O benzyloxy-octadecanoylsulfonic acid